C(CC(O)(C(=O)[O-])CC(=O)[O-])(=O)[O-].[Zn+3] zinc(III) citrate